5-(4-fluorobenzoyl)amino-3-(1-isobutylpiperidin-4-yl)-1H-indole FC1=CC=C(C(=O)NC=2C=C3C(=CNC3=CC2)C2CCN(CC2)CC(C)C)C=C1